3-methyl-6-phenyl-2'-(trifluoromethyl)-[2,4'-bipyridine]-5-amine CC=1C(=NC(=C(C1)N)C1=CC=CC=C1)C1=CC(=NC=C1)C(F)(F)F